1-ethyl-3-methylimidazole levulinic acid salt C(CCC(=O)C)(=O)O.C(C)N1CN(C=C1)C